(2-[3,5-dichloro-4-[(5-isopropyl-6-oxo-1H-pyridazin-3-yl)oxy]phenyl]-3,5-dioxo-4H-1,2,4-triazin-6-yl)-carbamate ClC=1C=C(C=C(C1OC1=NNC(C(=C1)C(C)C)=O)Cl)N1N=C(C(NC1=O)=O)NC([O-])=O